C(=C/CCCC)/C(C(C(=O)O)C)C.BrC1=CC(=CC(=C1)C(F)(F)F)OCC 1-bromo-3-ethoxy-5-(trifluoromethyl)benzene (+-)-(Z)-3-HEXENYL-2-METHYLBUTANOATE